NC1=NC=CC=C1CNC=1C2=C(N=C(N1)OC[C@]13CCCN3C[C@@H](C1)F)C(=C(N=C2)Cl)F N-((2-aminopyridin-3-yl)methyl)-7-chloro-8-fluoro-2-(((2R,7aS)-2-fluorohexahydro-1H-pyrrolizin-7a-yl)methoxy)pyrido[4,3-d]pyrimidin-4-amine